(S)-2,2-dimethyl-4-(3-(((4-nitrophenyl)sulfonyl)oxy)propyl)pyrrolidine-1-carboxylic acid tert-butyl ester C(C)(C)(C)OC(=O)N1C(C[C@@H](C1)CCCOS(=O)(=O)C1=CC=C(C=C1)[N+](=O)[O-])(C)C